[N+](=O)([O-])C=1C=C(C=CC1Cl)S(=O)(=O)NC([C@H](CC1=CC=C(C=C1)OCC1=CC=CC=C1)NC(CN1C(SC(C1=O)=CC1=CC=C(C=C1)C1=CC=CC=C1)=O)=O)=O (S)-N-(3-Nitro-4-chlorobenzenesulfonyl)-2-(2-(5-(([1,1'-biphenyl]-4-yl)methylene)-thiazolidine-2,4-dione-3-yl)acetamido)-3-(4-(benzyloxy)phenyl)propanamide